(3S*,4S*)-3-((2-(trimethylsilyl)ethoxy)methoxy)tetrahydro-2H-thiopyran-4-yl methanesulfonate CS(=O)(=O)O[C@@H]1[C@@H](CSCC1)OCOCC[Si](C)(C)C |o1:5,6|